ethyl 4-isopropyl-2-methyl-6-(4,4,5,5-tetramethyl-1,3,2-dioxaborolan-2-yl)quinoline-3-carboxylate C(C)(C)C1=C(C(=NC2=CC=C(C=C12)B1OC(C(O1)(C)C)(C)C)C)C(=O)OCC